(2S,5R)-5-(2-chlorophenyl)-1-(4-(2,4-dimethoxypyrimidin-5-yl)-3-methoxybenzoyl)pyrrolidine-2-carboxylic acid ClC1=C(C=CC=C1)[C@H]1CC[C@H](N1C(C1=CC(=C(C=C1)C=1C(=NC(=NC1)OC)OC)OC)=O)C(=O)O